ClC=1C=C(OCC=2C(=NOC2C2CC2)C2=C(C=CC=C2)OC(F)(F)F)C=CC1C=C 4-((3-chloro-4-vinylphenoxy)methyl)-5-cyclopropyl-3-(2-(trifluoromethoxy)phenyl)isoxazole